(2S)-N1-(1-(2-((1R,2R,4S)-bicyclo[2.2.1]heptan-2-ylamino)-2-oxoethyl)-2-oxo-1,2-dihydropyridin-3-yl)-N6-methyl-2-(1-methyl-1H-1,2,3-triazole-5-carboxamido)-5-oxohexanediamide [C@@H]12[C@@H](C[C@@H](CC1)C2)NC(CN2C(C(=CC=C2)NC([C@H](CCC(C(=O)NC)=O)NC(=O)C2=CN=NN2C)=O)=O)=O